COC=1C=C(C=C(C1)OC)NC1=NC=CC(=N1)C1=NN(C(=C1)C(=O)NCCN(C)C)C 3-{2-[(3,5-dimethoxyphenyl)amino]pyrimidin-4-yl}-N-[2-(dimethylamino)ethyl]-1-methyl-1H-pyrazole-5-carboxamide